CC1=NN(C(=N1)C)C1=C(C=C(C(=N1)N1CCN(CC1)C(=O)N1N=CC[C@H]1C=1C=NC=C(C1)F)F)F (S)-(4-(6-(3,5-dimethyl-1H-1,2,4-triazol-1-yl)-3,5-difluoropyridin-2-yl)piperazin-1-yl)(5-(5-fluoropyridin-3-yl)-4,5-dihydro-1H-pyrazol-1-yl)methanone